CN1C(=CC(=C1)CCC)C(=O)N 1-methyl-4-propyl-1H-pyrrole-2-carboxamide